[Si].[Mg].[K] Potassium-magnesium-silicon